4-(6-chloropyridin-3-yl)-1-[2-cyano-4-(trifluoromethyl)phenyl]-N-[(3R)-1-methylpyrrolidin-3-yl]piperidine-4-carboxamide ClC1=CC=C(C=N1)C1(CCN(CC1)C1=C(C=C(C=C1)C(F)(F)F)C#N)C(=O)N[C@H]1CN(CC1)C